FC=1C=2N(C=C(C1)C1=CC=3N=CNC(C3S1)=O)C=C(N2)C 6-{8-fluoro-2-methylimidazo[1,2-a]pyridin-6-yl}-3H-thieno[3,2-d]pyrimidin-4-one